1-methylpiperidine-2-carboxamide bis(2,2,2-trifluoroacetate) FC(C(=O)O)(F)F.FC(C(=O)O)(F)F.CN1C(CCCC1)C(=O)N